4-trifluoromethoxybenzoic acid FC(OC1=CC=C(C(=O)O)C=C1)(F)F